CC(CC)N1N=CC2=C1N=C(C=C2C(=O)NCCN(C)C)C2CC2 1-(butan-2-yl)-6-cyclopropyl-N-[2-(dimethylamino)ethyl]-1H-pyrazolo[3,4-b]pyridine-4-carboxamide